3-(4-((2-((2,3-dihydro-1H-inden-5-yl)methyl)pyrimidin-4-yl)amino)-5-hydroxy-1-oxoisoindolin-2-yl)piperidine-2,6-dione C1CCC2=CC(=CC=C12)CC1=NC=CC(=N1)NC1=C2CN(C(C2=CC=C1O)=O)C1C(NC(CC1)=O)=O